di-2-ethyltin dilaurate C(CCCCCCCCCCC)(=O)[O-].C(CCCCCCCCCCC)(=O)[O-].CC[Sn+2]CC